C1(=CC=CC=C1)C1(C2=CC=CC=C2C=2C=CC=CC12)C=1C=C(C=CC1)N1C2=CC=CC=C2C=2C=CC=CC12 9-[3-(9-phenyl-9H-fluoren-9-yl)phenyl]9H-carbazole